FC(C)(F)C1=CC=CC(=N1)NC1=CC(=NC=C1OCCOC)NC(C)=O N-(4-((6-(1,1-difluoroethyl)pyridin-2-yl)amino)-5-(2-methoxyethoxy)pyridin-2-yl)acetamide